(S)-N-Hydroxy-5-methyl-1,2,3,5,6,10b-hexahydropyrrolo[2,1-a]phthalazine-8-carboxamide ONC(=O)C=1C=C2CN(N3[C@H](C2=CC1)CCC3)C